dimethyl-2-[(5-piperazin-1-yl-2-pyridyl)amino]pyrrolo[2,3-d]pyrimidine-6-carboxamide CC1C(=NC=2N=C(N=C(C21)C)NC2=NC=C(C=C2)N2CCNCC2)C(=O)N